ClC1=C(C=CC=C1Cl)N1CC2N(C(C1)C2)CC=2C=C1CN(C(C1=CC2)=O)C2C(NC(CC2)=O)=O 3-(5-((3-(2,3-dichlorophenyl)-3,6-diazabicyclo[3.1.1]heptane-6-yl)methyl)-1-oxoisoindolin-2-yl)piperidine-2,6-dione